ethyl 3-amino-5-fluoro-6-(5-methyl-1H-indazol-4-yl)-2-(2-pivalamidophenyl)isonicotinate NC1=C(C(=O)OCC)C(=C(N=C1C1=C(C=CC=C1)NC(C(C)(C)C)=O)C1=C2C=NNC2=CC=C1C)F